N1C(=O)NC=2N=NNC2C1=O azaxanthine